4-amino-N-cyclopropyl-7-fluoro-N-(6-morpholino-2,3-dihydrobenzofuran-3-yl)imidazo[1,5-a]quinoxaline-8-carboxamide NC=1C=2N(C3=CC(=C(C=C3N1)F)C(=O)N(C1COC3=C1C=CC(=C3)N3CCOCC3)C3CC3)C=NC2